C1(CC1)C1=NC(=NO1)C1=CC=C(C=C1)NC(C1=CC(=CC=C1)CN1CCS(CC1)(=O)=O)=O N-[4-(5-Cyclopropyl-1,2,4-oxadiazol-3-yl)phenyl]-3-[(1,1-dioxo-1,4-thiazinan-4-yl)methyl]benzamide